FC1=NN2C(N=CC3=C2C(CC3C(=O)O)(C)C)=C1 2-fluoro-8,8-dimethyl-7,8-dihydro-6H-cyclopenta[e]pyrazolo[1,5-a]pyrimidine-6-carboxylic acid